fluoro-2-[(2-ethylhexyl)carbonyl]thiophene FC1=C(SC=C1)C(=O)CC(CCCC)CC